C(C=C)N1C2=C(N(C([C@H](CC1)NC1=C(C#N)C(=CC(=N1)C)C(F)(F)F)=O)C)C=CC=C2F (S)-2-((6-allyl-7-fluoro-1-methyl-2-oxo-1,2,3,4,5,6-hexahydro-benzo[b][1,4]diazocine-3-yl)amino)-6-methyl-4-(trifluoromethyl)nicotinonitrile